tert-butyl-[21-(2,5-dioxo-2,5-dihydro-1H-pyrrol-1-yl)-16-oxo-3,6,9,12-tetraoxa-15-azahenicos-1-yl]carbamate C(C)(C)(C)OC(NCCOCCOCCOCCOCCNC(CCCCCN1C(C=CC1=O)=O)=O)=O